8-((2s,5r)-4-((4-cyanophenyl)(5-methylpyridin-2-yl)methyl)-2,5-dimethylpiperazin-1-yl)-5-methyl-6-oxo-5,6-dihydro-1,5-naphthyridine-2-carbonitrile C(#N)C1=CC=C(C=C1)C(N1C[C@@H](N(C[C@H]1C)C1=CC(N(C=2C=CC(=NC12)C#N)C)=O)C)C1=NC=C(C=C1)C